FC1([C@@H](CN2C(N(CC[C@@H]21)C2=NOC1=C2C(=CC=C1)C1=C(C=CC=C1)C)=O)NS(=O)(=O)CC)F N-{(4aR,6R)-5,5-difluoro-2-[4-(2-methylphenyl)-1,2-benzoxazol-3-yl]-1-oxooctahydropyrrolo[1,2-c]pyrimidin-6-yl}ethanesulfonamide